[N+](=O)([O-])OCCCCOC(C1=CC=CC=C1)=O benzoic acid-4-nitrooxybutyl ester